tert-butyl ((5-(2,6-dioxopiperidin-3-yl)-4-oxo-5,6-dihydro-4H-thieno[3,4-c]pyrrol-1-yl)methyl)carbamate O=C1NC(CCC1N1CC=2C(C1=O)=CSC2CNC(OC(C)(C)C)=O)=O